C(C)(C)(C)OC(=O)N(CC(C(=O)O)C1=C(C(=C(C=C1)F)Cl)OC)C 3-((tert-butyloxycarbonyl)(methyl)amino)-2-(3-chloro-4-fluoro-2-methoxyphenyl)propanoic acid